C(C)N1NC(C=2C1=NC(=CC2)NC2=NC=C(C(=N2)N[C@H](CO)C2=CC=CC=C2)C2=NC(=NO2)C=2C=NC=CC2)=O (S)-1-ethyl-6-((4-((2-hydroxy-1-phenylethyl)amino)-5-(3-(pyridin-3-yl)-1,2,4-oxadiazol-5-yl)pyrimidin-2-yl)amino)-1,2-dihydro-3H-pyrazolo[3,4-b]pyridin-3-one